1-(5-formylpyridin-2-yl)-3-oxo-2,3-dihydro-1H-pyrazole-4-carbonitrile C(=O)C=1C=CC(=NC1)N1NC(C(=C1)C#N)=O